COC1=CC=2N(C=C1N)N=C(N2)C 7-methoxy-2-methyl-[1,2,4]triazolo[1,5-a]pyridin-6-amine